O1C(=NN=C1)N1CC2(C1)OC[C@H](C2)N2CCC(CC2)C2=C(C=CC=C2)CC2CCOCC2 (S)-2-(1,3,4-oxadiazol-2-yl)-7-(4-(2-((tetrahydro-2H-pyran-4-yl)methyl)phenyl)piperidin-1-yl)-5-oxa-2-azaspiro[3.4]octane